1-(6-chloro-2-fluoropyridin-3-yl)ethanone ClC1=CC=C(C(=N1)F)C(C)=O